4-(hydroxyamino)-2-oxapyrimidin ONC1=NONC=C1